CN1C(C(=C(C2=CC(=CC=C12)C)N1CCC(CC1)(C=1OC2=C(N1)C=C(C=C2)C)C)C(=O)N)=O 1,6-dimethyl-4-[4-methyl-4-(5-methyl-1,3-benzoxazol-2-yl)piperidin-1-yl]-2-oxo-1,2-dihydroquinoline-3-carboxamide